N-(5-(3-chlorobenzyl)pyridin-2-yl)-5-methyl-1,3,4-thiadiazole-2-carboxamide ClC=1C=C(CC=2C=CC(=NC2)NC(=O)C=2SC(=NN2)C)C=CC1